ClC=1C(=C(C(N(N1)C)=O)C1=C(C=CC2=CC=CC=C12)C)O 6-chloro-5-hydroxy-2-methyl-4-(2-methyl-1-naphthalenyl)-3(2H)-pyridazinone